FC1CN(C1)C=1N=C(C2=C(N1)N=CC=C2)NCC=2C(=NC=CC2)C(F)(F)F 2-(3-fluoroazetidin-1-yl)-N-((2-(trifluoromethyl)pyridin-3-yl)methyl)pyrido[2,3-d]pyrimidin-4-amine